O[C@H](C(=O)NCCC1=CC=C(C=C1)OC(C)C)C (S)-2-hydroxy-N-(4-Isopropoxyphenethyl)propionamide